OCC1(COC(OC1)(C)C)NC(OC(C)(C)C)=O tert-butyl 5-(hydroxymethyl)-2,2-dimethyl-1,3-dioxan-5-ylcarbamate